OC1=C(C=CC(=C1)OCCO)C1=NC(=NC(=N1)C1=C(C=C(C=C1)OCCO)O)C1=CC=CC=C1 2,4-bis(2-hydroxy-4-(2-hydroxyethoxy)phenyl)-6-phenyl-s-triazine